5-methyl-4-(4-((2-morpholinylpyrimidin-4-yl)amino)phenyl)pyrimidin-2-amine CC=1C(=NC(=NC1)N)C1=CC=C(C=C1)NC1=NC(=NC=C1)N1CCOCC1